N-(6-(2-(2-(((1r,4r)-4-aminocyclohexyl)amino)pyrimidin-5-yl)ethyl)-5-ethylpyridin-3-yl)-2-chlorobenzenesulfonamide NC1CCC(CC1)NC1=NC=C(C=N1)CCC1=C(C=C(C=N1)NS(=O)(=O)C1=C(C=CC=C1)Cl)CC